ethyl 5-(bis(4-methoxybenzyl)amino)-2-(2-methoxypyridin-4-yl)oxazole-4-carboxylate COC1=CC=C(CN(C2=C(N=C(O2)C2=CC(=NC=C2)OC)C(=O)OCC)CC2=CC=C(C=C2)OC)C=C1